7-(4-(1,3,4-oxadiazol-2-yl)phenyl)-2-(1-cyclopropyl-2-hydroxy-2-methylpropyl)isoindolin-1-one O1C(=NN=C1)C1=CC=C(C=C1)C=1C=CC=C2CN(C(C12)=O)C(C(C)(C)O)C1CC1